5-fluoro-N1,2-dimethyl-N1-phenylbenzene-1,3-diamine FC=1C=C(C(=C(C1)N(C1=CC=CC=C1)C)C)N